N-(3-((5-(3-acetamidophenyl)-2-((1-methyl-1H-pyrazol-4-yl)amino)pyrimidin-4-yl)amino)-4-fluorophenyl)acrylamide C(C)(=O)NC=1C=C(C=CC1)C=1C(=NC(=NC1)NC=1C=NN(C1)C)NC=1C=C(C=CC1F)NC(C=C)=O